NCCOCCOCCOCCOCCOCCNC1=CC(=C(C(=O)NC2=CC=CC=C2)C=C1)C 4-((17-amino-3,6,9,12,15-pentaoxaheptadecyl)amino)-2-methyl-N-phenylbenzamide